Ethyl (S)-2-(5-(N-(11-(1,3-dioxoisoindolin-2-yl)undecyl)-1-(isoquinolin-4-yl)piperidine-3-carboxamido)-2-oxopyridin-1(2H)-yl)acetate O=C1N(C(C2=CC=CC=C12)=O)CCCCCCCCCCCN(C(=O)[C@@H]1CN(CCC1)C1=CN=CC2=CC=CC=C12)C=1C=CC(N(C1)CC(=O)OCC)=O